COCC(COC)C1=CC=CC=C1 1,3-dimethoxy-2-phenylpropane